ClC1=C(C=CC=C1)C(=O)C1=CC=CC2=C1NC(=NS2(=O)=O)NCC2=NC=CC=C2Cl (2-chlorophenyl)(3-(((3-chloropyridin-2-yl)methyl)amino)-1,1-dioxido-4H-benzo[e][1,2,4]thiadiazin-5-yl)methanone